C(C)(=O)NCCCC[C@H](C(=O)N1C[C@H](CC1)NC(C)=O)NC(=O)C1CCNCC1 N-{(2R)-6-acetamido-1-[(3S)-3-acetamidopyrrolidin-1-yl]-1-oxohexan-2-yl}piperidine-4-carboxamide